3-Chloro-6-(2,4-dimethoxypyrimidin-5-yl)-4-((1S,2S)-2-((trifluoromethoxy)methyl)cyclopropyl)pyridin ClC=1C=NC(=CC1[C@@H]1[C@H](C1)COC(F)(F)F)C=1C(=NC(=NC1)OC)OC